2-bromo-5-iodooxazole BrC=1OC(=CN1)I